BrC1=CC=C2C=NNC2=C1F 6-bromo-7-fluoro-indazole